C(=C\C1=CC=C(C=C1S(=O)(=O)[O-])NC(=O)OC1=CC=CC=C1)/C1=CC=C(C=C1S(=O)(=O)[O-])NC(=O)OC1=CC=CC=C1.[Na+].[Na+] sodium (E)-6,6'-(ethene-1,2-diyl)bis(3-((phenoxycarbonyl) amino)benzene-sulfonate)